C(C=C)N(C(OC(C)(C)C)=O)C(CCC#C)C(F)F tert-butyl N-allyl-N-[1-(difluoromethyl)pent-4-ynyl]carbamate